C(C1=CC=CC=C1)OC(C(\C=C\C1=C(C=NC=C1)N)(C)C)=O (E)-4-(3-amino-4-pyridinyl)-2,2-dimethyl-but-3-enoic acid benzyl ester